(2,3-DIFLUOROPHENYL)ACETALDEHYDE FC1=C(C=CC=C1F)CC=O